S1C(=NC=C1)N=C(N)N 2-thiazolyl-guanidine